2-amino-3-methyl-N-((1R)-1-(2-pyrimidinyl)ethyl)-N-((6-(trifluoromethyl)-2-pyridinyl)methyl)-6-quinolinecarboxamide NC1=NC2=CC=C(C=C2C=C1C)C(=O)N(CC1=NC(=CC=C1)C(F)(F)F)[C@H](C)C1=NC=CC=N1